C1(CCCC1)CN1C=NC2=C1C=C(C=C2)C2=NNC(=C2)NC(C2=CC=C(C=C2)NC2CCN(CC2)C)=O N-(3-(1-cyclopentylmethyl-1H-benzo[d]imidazol-6-yl)-1H-pyrazol-5-yl)-4-((1-methylpiperidin-4-yl)amino)benzamide